FC=1C(=NC=C(C1)F)C1=C(C=C2C(NC(NC2=C1I)=O)=O)C(F)(F)F 7-(3,5-Difluoropyridin-2-yl)-8-iodo-6-(trifluoromethyl)quinazoline-2,4(1H,3H)-dione